NC1CCC(CC1)NC1=NC2=CC=C(C=C2C=N1)C1=NN=C(S1)NS(=O)(=O)C1=C(C=CC=C1)Cl N-(5-(2-(((1r,4r)-4-aminocyclohexyl)amino)quinazolin-6-yl)-1,3,4-thiadiazol-2-yl)-chlorobenzenesulfonamide